1-(1,7-dihydroxybenzo[d][1,2,3]diazaborinin-2(1H)-yl)ethanone OB1N(N=CC2=C1C=C(C=C2)O)C(C)=O